O1CC=NC2=C1C=CC=C2 (1,4)benzoxazine